C(C)(C)(C)OC(=O)N[C@H](C(=O)N[C@H](C(=O)NC1=CC(=C(C(=O)NCCC[C@@H](C(=O)OC)NC(C2=CC=C(C=C2)N(C=O)CC=2N=C3C(=NC(=NC3=NC2)N)N)=O)C=C1)Cl)C)C(C)C Methyl (S)-5-(4-((S)-2-((S)-2-((tert-butoxycarbonyl)amino)-3-methylbutanamido) propanamido)-2-chlorobenzamido)-2-(4-(N-((2,4-diaminopteridin-6-yl)methyl)formamido) benzamido)pentanoate